(R)-N-(4-(3-((1-ethyl-1H-pyrazolo[4,3-c]pyridin-6-yl)amino)pyrrolidin-1-yl)quinazolin-7-yl)acrylamide C(C)N1N=CC=2C=NC(=CC21)N[C@H]2CN(CC2)C2=NC=NC1=CC(=CC=C21)NC(C=C)=O